5-[[6-[3-(Difluoromethyl)-2-fluoro-phenyl]pyrazolo[4,3-b]pyridin-1-yl]methyl]pyridine-3-carbonitrile FC(C=1C(=C(C=CC1)C=1C=C2C(=NC1)C=NN2CC=2C=C(C=NC2)C#N)F)F